OCCN1C(N(C=2N=CN(C2C1=O)C)C)=O 1-(2-Hydroxyethyl)-3,7-dimethyl-3,7-dihydro-1H-purine-2,6-dione